2-(6-(1-((1S,2R,3S,5R)-2-fluoro-1,5-dimethyl-9-azabicyclo[3.3.1]nonan-3-yl)vinyl)pyridazin-3-yl)-5-(1H-imidazol-1-yl)phenol F[C@H]1[C@@]2(CCC[C@](C[C@H]1C(=C)C1=CC=C(N=N1)C1=C(C=C(C=C1)N1C=NC=C1)O)(N2)C)C